3-[2-[2-fluoro-6-(trifluoromethyl)phenyl]ethyl]azetidine-1-carboxylic acid tert-butyl ester C(C)(C)(C)OC(=O)N1CC(C1)CCC1=C(C=CC=C1C(F)(F)F)F